FC1=C(C=C(C(=C1)OCC1=C(C=CC=C1)C(F)(F)F)OC)C1C=2C(NC(C1)=O)=NNC2 4-(2-fluoro-5-methoxy-4-{[2-(trifluoromethyl)phenyl]methoxy}phenyl)-2H,4H,5H,6H,7H-pyrazolo[3,4-b]pyridin-6-one